FC=1C(=C(C=CC1)/C=C/C(=O)OC)[N+](=O)[O-] methyl (E)-3-(3-fluoro-2-nitro-phenyl)prop-2-enoate